N-hydroxy-4-((4-hydroxycyclohexyl) amino)-1,2,5-oxadiazole-3-carboimidate chloride [Cl-].ON=C([O-])C1=NON=C1NC1CCC(CC1)O